1-(4-(1-phenyl-2-(trifluoromethyl)-1H-benzoimidazol-5-yl)phenyl)-3-(2-(piperidin-1-yl)ethyl)urea C1(=CC=CC=C1)N1C(=NC2=C1C=CC(=C2)C2=CC=C(C=C2)NC(=O)NCCN2CCCCC2)C(F)(F)F